FC1=CC2=C(C(=NC3=C(O2)C=C(C=C3)C)N3CCN(CC3)CC(C(=O)OC)(C)C)C=C1 methyl 3-(4-(3-fluoro-7-methyldibenzo[b,f][1,4]oxazepin-11-yl)piperazin-1-yl)-2,2-dimethylpropanoate